(1R,2S,5S)-3-(diphenylcarbamoyl)-8-(2-(1-methyl-1H-pyrazole-4-yl)benzoyl)-3,8-diazabicyclo[3.2.1]octane-2-carboxylic acid C1(=CC=CC=C1)N(C(=O)N1[C@@H]([C@H]2CC[C@@H](C1)N2C(C2=C(C=CC=C2)C=2C=NN(C2)C)=O)C(=O)O)C2=CC=CC=C2